C(C)C=1C=C(C=CC1)NC(CN1N=C(C=CC1=O)C1=CC=C(C=C1)C)=O N-(3-ethylphenyl)-2-(6-oxo-3-(p-tolyl)pyridazin-1(6H)-yl)acetamide